6-(Butylimino)ethyl-2-propionylpyridin C(CCC)N=CCC1=CC=CC(=N1)C(CC)=O